[N+](=O)([O-])C=1C=C(C(=O)NCCCNC(OC(C)(C)C)=O)C=C(C1)[N+](=O)[O-] tert-butyl N-[3-[(3,5-dinitrobenzoyl)amino]propyl]carbamate